Ethyl 6-methyl-2-((pyrazolo[1,5-a]pyrimidine-3-carboxamido)methyl)benzofuran-7-carboxylate CC1=C(C2=C(C=C(O2)CNC(=O)C=2C=NN3C2N=CC=C3)C=C1)C(=O)OCC